5-(3-fluoro-8-((1S,2S)-2-(2'-oxo-1'-(2,2,2-trifluoroethyl)spiro[cyclopropane-1,3'-indolin]-6'-yl)cyclopropyl)imidazo[1,2-b]pyridazin-6-yl)pyrimidine-2,4(1H,3H)-dione FC1=CN=C2N1N=C(C=C2[C@@H]2[C@H](C2)C2=CC=C1C3(C(N(C1=C2)CC(F)(F)F)=O)CC3)C=3C(NC(NC3)=O)=O